2-(5-Fluoro-2-pyridyl)-6,6-dimethyl-3-(6-methyl-1H-pyrazolo[3,4-b]pyridin-4-yl)-4,7-dihydropyrazolo[5,1-c][1,4]oxazine FC=1C=CC(=NC1)C1=NN2C(COC(C2)(C)C)=C1C1=C2C(=NC(=C1)C)NN=C2